BrC1=CC(=CC=C1)OC1=CC=CC=C1 1-bromo-3-phenoxybenzene